6-[6-fluoro-4-(3-fluoro-5-formylpyridin-2-yl)-2,3-dihydroindol-1-yl]-N-[(1R,2S)-2-fluorocyclopropyl]-8-{[(4-methoxyphenyl)methyl](methyl)amino}imidazo[1,2-b]pyridazine-3-carboxamide FC1=CC(=C2CCN(C2=C1)C=1C=C(C=2N(N1)C(=CN2)C(=O)N[C@H]2[C@H](C2)F)N(C)CC2=CC=C(C=C2)OC)C2=NC=C(C=C2F)C=O